FC([C@@H](C1=CC=C(C=C1)F)NS(=O)(=O)C1=NN(C2=NC=CC=C21)C(=O)OC(C)(C)C)(F)F tert-butyl (R)-3-(N-(2,2,2-trifluoro-1-(4-fluorophenyl)ethyl)sulfamoyl)-1H-pyrazolo[3,4-b]pyridine-1-carboxylate